OC1=C(C=C(C=C1)/C=C/C(=O)C1=CC=C(C=C1)NC(C#CC1=CC=CC=C1)=O)OC N-[4-[(E)-3-(4-Hydroxy-3-methoxyphenyl)prop-2-enoyl]phenyl]-3-phenylprop-2-ynamide